(E)-1-(4-(4-((4-([1,2,4]triazolo[1,5-a]pyridin-7-yloxy)-3-methylphenyl)amino)pyrrolo[2,1-f][1,2,4]triazin-5-yl)piperidin-1-yl)-4-bromobut-2-en-1-one N=1C=NN2C1C=C(C=C2)OC2=C(C=C(C=C2)NC2=NC=NN1C2=C(C=C1)C1CCN(CC1)C(\C=C\CBr)=O)C